FC1=C(CC=2C(N(C=CC2)C)=O)C=C(C=C1)F 3-(2,5-Difluorobenzyl)-1-methylpyridin-2(1H)-one